FC(C(CO)O)(F)F 1-trifluoromethyl-1,2-ethanediol